(2S,3R)-3-hydroxy-2-(5-isobutyryl-1-oxo-2,5-diazaspiro[3.4]octan-2-yl)butanamide O[C@@H]([C@@H](C(=O)N)N1C(C2(C1)N(CCC2)C(C(C)C)=O)=O)C